ClC=1C=NN(C1C1=NN2C(N(C(CC2)=O)CC2=CC=C(C=C2)C=2N(C=C(N2)C(F)(F)F)CC)=C1C#N)C(C)C 2-(4-chloro-1-isopropyl-1H-pyrazol-5-yl)-4-(4-(1-ethyl-4-(trifluoromethyl)-1H-imidazol-2-yl)benzyl)-5-oxo-4,5,6,7-tetrahydropyrazolo[1,5-a]pyrimidine-3-carbonitrile